4-(3-bromo-5-fluorophenyl)pyridine BrC=1C=C(C=C(C1)F)C1=CC=NC=C1